(RS)-Quinoline-2-carboxylic acid (4-pyrrolidin-3-yl-phenyl)-amide N1C[C@H](CC1)C1=CC=C(C=C1)NC(=O)C1=NC2=CC=CC=C2C=C1 |r|